CC1=C(C=2N(C=C1C=1NC3=CC=C(C=C3C1C(C)C)C1CC(C1)NC(CN(C)C)=O)N=CN2)C N-(3-(2-(7,8-Dimethyl-[1,2,4]triazolo[1,5-a]pyridin-6-yl)-3-isopropyl-1H-indol-5-yl)cyclobutyl)-2-(dimethylamino)acetamid